sodium allylcarboxysulfonate C(C=C)OS(=O)(=O)C(=O)O.[Na]